CC1(NC(C=C(C1)C1=NC=2N(C=C1)C=C(N2)C2=C(C=C1C=CNC1=C2)O)(C)C)C 6-(7-(2,2,6,6-tetramethyl-1,2,3,6-tetrahydropyridin-4-yl)imidazo[1,2-a]pyrimidin-2-yl)-1H-indol-5-ol